N=1N(N=CC1)C=1SC=CC1NC(CC1=CC=C(C=C1)OC)=O N-(2-(2H-1,2,3-Triazol-2-yl)thiophen-3-yl)-2-(4-methyloxyphenyl)-acetamide